ClC1=CC=C(C=C1)C=1N=CN(C1C1=CC=NC=C1)CC(=O)N1[C@H]2CN([C@@H](C1)CC2)C 2-[4-(4-chlorophenyl)-5-(pyridin-4-yl)-1H-imidazol-1-yl]-1-[(1R,4R)-5-methyl-2,5-diazabicyclo[2.2.2]octan-2-yl]ethan-1-one